[Br-].C(C1=CC=CC=C1)N1CN(C=C1)CCCBr 1-benzyl-3-(3-bromopropyl)-imidazole bromide